FC(C(=O)N1CC(C1)N1C(N(C2=NC=CC(=C21)C#CC2(CN(C2)C)O)C2=CC=C(C=C2)C(F)(F)F)=O)=C 1-[1-(2-fluoroacryloyl)azetidin-3-yl]-7-[(3-hydroxy-1-methylazetidin-3-yl)ethynyl]-3-[4-(trifluoromethyl)phenyl]-2,3-dihydro-1H-imidazo[4,5-b]pyridin-2-one